N-(3-(2-(4-Fluorophenyl)-1-oxo-1,2-dihydropyrido[3,4-d]pyridin-4-yl)phenyl)ethanesulfonamide FC1=CC=C(C=C1)N1C(C2=CC=NC=C2C(=C1)C=1C=C(C=CC1)NS(=O)(=O)CC)=O